tert-butyl {2,4-dioxo-1,3,7-triazaspiro[4.4]nonan-7-yl}carboxylate O=C1NC2(C(N1)=O)CN(CC2)C(=O)OC(C)(C)C